C(C)OC(\C=C\1/CCC12CCN(CC2)C(=O)OC(C)(C)C)=O tert-butyl (3E)-3-(2-ethoxy-2-oxo-ethylidene)-7-azaspiro[3.5]nonane-7-carboxylate